(5-Fluoropyridin-3-yl)-4-{[2-(5-methoxy-1H-indol-3-yl)ethyl]amino}-5H,6H,7H,8H-pyrido[3,4-d]pyrimidine-7-carboxylic acid tert-butyl ester C(C)(C)(C)OC(=O)N1CC=2N=C(N=C(C2CC1)NCCC1=CNC2=CC=C(C=C12)OC)C=1C=NC=C(C1)F